ClC1=CC2=C(C=3C(=N1)C1=CCC=CC1=CC3)C=CC=C2C2=CC=CC=C2 6-chloro-8-phenyl-3H-benzo[d]naphtho[1,2-b]azepine